3-(4-bromo-2,6-difluorophenyl)-1-((2-(trimethylsilyl)ethoxy)methyl)piperidine-2,6-dione BrC1=CC(=C(C(=C1)F)C1C(N(C(CC1)=O)COCC[Si](C)(C)C)=O)F